(R)-2-cyclopropyl-10-((2,5-dichloropyrimidin-4-yl)amino)-7-methyl-1,2,3,4-tetrahydro-[1,4]oxazepino[2,3-c]quinolin-6(7H)-one C1(CC1)[C@@H]1NC2=C(C(N(C=3C=CC(=CC23)NC2=NC(=NC=C2Cl)Cl)C)=O)OCC1